The molecule is an organothiophosphate insecticide, an organic phosphonate, a phosphonic ester, a member of salicylates and an isopropyl ester. It has a role as an EC 3.1.1.7 (acetylcholinesterase) inhibitor, an agrochemical and an avicide. It derives from an isopropyl salicylate. CC(C)OC(=O)C1=CC=CC=C1OP(=S)(N)OC